phenanthro[9,10]pyrazine N1=CC=NC2=C1C1=CC=CC=C1C=1C=CC=CC12